N[C@@H](C(=O)O)CP(=O)(O)O |r| DL-2-Amino-3-phosphonopropionic acid